CCCCCCCC\C=C\CCCC trans-9-tetradecen